O(C1=CC=CC=C1)C1=CC=C(C=C1)C1=CNC=2N=CN=C(C21)N2C[C@@H](CC2)NC(C=C)=O (R)-N-(1-(5-(4-phenoxyphenyl)-7H-pyrrolo[2,3-d]pyrimidin-4-yl)pyrrolidin-3-yl)acrylamide